4-{5-[(1S,2S)-2-fluorocyclopropyl]-1,2,4-oxadiazol-3-yl}-4-methylpiperidine monohydrochloride Cl.F[C@@H]1[C@@H](C1)C1=NC(=NO1)C1(CCNCC1)C